C1(CCCCC1)C1=C(C(=C(C=C1C)OCCCCCCCCCCCP(=O)(OCC)OCC)F)F 4-Cyclohexyl-1-(11-diethoxyphosphorylundecoxy)-2,3-difluoro-5-methyl-benzene